cobalt (III) tris(bis(trifluoromethylsulfonyl)imide) salt [N-](S(=O)(=O)C(F)(F)F)S(=O)(=O)C(F)(F)F.[N-](S(=O)(=O)C(F)(F)F)S(=O)(=O)C(F)(F)F.[N-](S(=O)(=O)C(F)(F)F)S(=O)(=O)C(F)(F)F.[Co+3]